FC=1C=C(C=CC1CC(=O)N)C1=C(C(=CC=C1)C1=CC(=C(C=C1)CC(=O)N)F)O (3,3''-difluoro-2'-hydroxy-[1,1':3',1''-terphenyl]-4,4''-diyl)diacetic amide